(1S,2S)-2-(3-pyridyl)cyclopropanecarboxylic acid N1=CC(=CC=C1)[C@@H]1[C@H](C1)C(=O)O